COC(C1CCN(CC1)C1=CC2=C(N(C(N2C)=O)C2C(N(C(CC2)=O)CC2=CC=C(C=C2)OC)=O)C=C1)OC 3-(5-(4-(dimethoxymethyl)piperidin-1-yl)-3-methyl-2-oxo-2,3-dihydro-1H-benzoimidazol-1-yl)-1-(4-methoxybenzyl)piperidine-2,6-dione